NC(CCCCCNC(=O)C1=CC(=CN1C)NC(=O)C1=CC(=CN1C)NC(C1=CN=C(C=C1)\C=C\C1=CC=C(C=C1)N(C)C)=O)=N (E)-N-(5-((5-((6-amino-6-iminohexyl)carbamoyl)-1-methyl-1H-pyrrol-3-yl)carbamoyl)-1-methyl-1H-pyrrol-3-yl)-6-(4-(dimethylamino)styryl)nicotinamide